cobalt-magnesium salt [Mg].[Co]